N-(2-(4-(3-chloro-4-((3,5-difluoropyridin-2-yl)methoxy-d2)-5',6-dimethyl-2-carbonyl-2H-[1,4'-bipyridine]-2'-yl)thiazol-2-yl)propan-2-yl)acetamide ClC=1C(N(C(=CC1OC([2H])([2H])C1=NC=C(C=C1F)F)C)C1=CC(=NC=C1C)C=1N=C(SC1)C(C)(C)NC(C)=O)=C=O